BrC=1C=CC2=C(OC3=C2C(C2=CC=C(C=C2C3(C)C)OC[C@@H](CO)O)=O)C1 3-Bromo-8-((R)-2,3-dihydroxy-propoxy)-6,6-dimethyl-6H-benzo[b]naphtho[2,3-d]furan-11-one